2-aminophenyl-thiophenol sodium salt [Na].NC1=C(C=CC=C1)C1=C(C=CC=C1)S